CC(C(=O)O)(C)C1=CC(=CC=C1)NC1=NC=CC(=C1)OC1=C(N=C(S1)C)C1=NC(=CC=C1)C 2-methyl-2-(3-((4-((2-methyl-4-(6-methylpyridin-2-yl)thiazol-5-yl)oxy)pyridin-2-yl)amino)Phenyl)propanoic acid